N-(9-azabicyclo[3.3.1]non-3-yl)-6-(7-fluoro-2-methyl-2H-indazol-5-yl)-N-methyl-[1,3]thiazolo[4,5-c]pyridin-2-amine hydrochloride Cl.C12CC(CC(CCC1)N2)N(C=2SC1=C(C=NC(=C1)C1=CC3=CN(N=C3C(=C1)F)C)N2)C